FC1=C(C(=O)C2=C(SC=3OCCOCC32)NC([C@H](C)NC(OC(C)(C)C)=O)=O)C(=CC=C1)F tert-butyl N-[(1S)-2-[[6-(2,6-difluorobenzoyl)-3,5-dihydro-2H-thieno[2,3-e][1,4]dioxepin-7-yl]amino]-1-methyl-2-oxo-ethyl]carbamate